ClC1=C(C=CC=C1NC(C1=NC=C(C=C1)CNCCO)=O)C1=C(C=CC=C1)C 2'-chloro-3'-(5-(((2-hydroxyethyl)amino)methyl)picolinamido)-2-methyl-[1,1'-biphenyl]